C1(CC1)C1=NC=NC(=C1C1=NC=C(C(=N1)OCC1=CC=C(C=C1)C=1N(C=C(N1)C(F)(F)F)[C@H](COC)C)C)OC |o1:32| rel-(S)-4'-cyclopropyl-6'-methoxy-4-((4-(1-(1-methoxypropan-2-yl)-4-(trifluoromethyl)-1H-imidazol-2-yl)benzyl)oxy)-5-methyl-2,5'-bipyrimidine